N-(2,2-Difluoroethyl)-3-hydroxy-2-(5H-imidazo[1,5-b]isoindol-5-yl)-7-azaspiro[3.5]nonan-7-carboxamid FC(CNC(=O)N1CCC2(C(C(C2)C2N3C(C=4C=CC=CC24)=CN=C3)O)CC1)F